{3-[(tert-Butyldimethylsilyl)oxy]azetidin-1-yl}-6-chloro-5-methoxy-2-methylpyrimidine [Si](C)(C)(C(C)(C)C)OC1CN(C1)C1=NC(=NC(=C1OC)Cl)C